FC(CCC1(N(S(C2=C(N(C1)C1=CC=C(C=C1)F)C=C(C(=C2)O)C(F)(F)F)(=O)=O)C)C)F 3-(3,3-difluoropropyl)-5-(4-fluorophenyl)-8-hydroxy-2,3-dimethyl-7-(trifluoromethyl)-2,3,4,5-tetrahydrobenzo[f][1,2,5]thiadiazepine 1,1-dioxide